C1(=CC=CC=C1)[C@H]1CCC=2N1N=C(N2)C(=O)N[C@H]2CCC1=C(NC2=O)C=CC=N1 (5R)-5-Phenyl-N-[(7S)-6-oxo-5,7,8,9-tetrahydropyrido[3,2-b]azepin-7-yl]-6,7-dihydro-5H-pyrrolo[1,2-b][1,2,4]triazol-2-carboxamid